N[C@H]1CC=CC[C@@H]1C1=C(C2=NC(=CC(=C2S1)NCC=1OC=CC1)Cl)C 2-((1S,6S)-6-aminocyclohex-3-en-1-yl)-5-chloro-N-(furan-2-ylmethyl)-3-methylthieno[3,2-b]pyridin-7-amine